COC1=CN=CC=2N=C(N=C(C21)N2CCC1(CCN(C1)C)CC2)C=2C(=NNC2)C 5-methoxy-2-(3-methyl-1H-pyrazol-4-yl)-4-(2-methyl-2,8-diazaspiro[4.5]decan-8-yl)pyrido[3,4-d]pyrimidine